4-amino-1-(4-((5-fluoro-2-methoxybenzamido)methyl)phenyl)-3-(tetrahydro-2H-pyran-4-yl)-1H-pyrazole-5-carboxylic acid NC=1C(=NN(C1C(=O)O)C1=CC=C(C=C1)CNC(C1=C(C=CC(=C1)F)OC)=O)C1CCOCC1